2,2'-(1,3-phenylene)-bis(5,6-dihydro-4H-1,3-oxazine) C1(=CC(=CC=C1)C=1OCCCN1)C=1OCCCN1